C([C@@H]1[C@H]([C@@H]([C@@H]([C@H](O1)OC[C@@H]2[C@H]([C@@H]([C@@H]([C@H](O2)OC[C@@H]3[C@H]([C@@H]([C@@H](C(O3)O)O)O)O)O)O[C@@H]4[C@H]([C@H]([C@@H]([C@H](O4)CO)O)O)O)O)O)O)O)O The molecule is a mannotetraose comprised of a trisaccharide unit of D-mannose residues linked sequentially alpha(1->3) and alpha(1->6), to the residue proximal to that at the reducing end is also linked alpha(1->6) a fourth D-mannose residue.